FC1(CCC(CC1)NC(=O)C1=CC2=C(N=C(S2)N2CC3CCC(C2)N3C)C=C1)F N-(4,4-difluorocyclohexyl)-2-(8-methyl-3,8-diazabicyclo[3.2.1]octan-3-yl)-benzo[d]thiazole-6-carboxamide